2-phenyl-6-(2-naphthylmethyl)phenol C1(=CC=CC=C1)C1=C(C(=CC=C1)CC1=CC2=CC=CC=C2C=C1)O